trimethyladipic acid, 2-ethylhexyl ester CC(C(C(=O)OCC(CCCC)CC)(C)C)CCC(=O)[O-]